2,2',3,3',4,4',5,5'-octamethylferrocene CC=1[CH-]C(=C(C1C)C)C.[CH-]1C(=C(C(=C1C)C)C)C.[Fe+2]